COC(C[C@H]1C=2N(C3=C(C(=N1)C1=CC=C(C=C1)N1CCCC4=CC(=CC=C14)C(=O)OCC1=CC=CC=C1)C(=C(S3)C)C)C(=NN2)C)=O Benzyl 1-{4-[(6S)-6-(2-methoxy-2-oxoethyl)-2,3,9-trimethyl-6H-thieno[3,2-f][1,2,4]triazolo[4,3-a][1,4]diazepin-4-yl] phenyl}-1,2,3,4-tetrahydroquinoline-6-carboxylate